7-(4-hydroxybutyl)-15,15-dimethyl-17-octyl-14,16,18-trioxa-7-aza-15-silahexacosyl 2-hexyldecanoate C(CCCCC)C(C(=O)OCCCCCCN(CCCCCCO[Si](OC(OCCCCCCCC)CCCCCCCC)(C)C)CCCCO)CCCCCCCC